1,1'-(3,3'-ditrifluoromethyl[1,1'-biphenyl]-4,4'-diyl)bis{2-amino-3-[(E)-diazenyl]naphthalene-1-sulfonic acid} FC(C=1C=C(C=CC1C1(C(C(=CC2=CC=CC=C12)\N=N\[H])N)S(=O)(=O)O)C1=CC(=C(C=C1)C1(C(C(=CC2=CC=CC=C12)\N=N\[H])N)S(=O)(=O)O)C(F)(F)F)(F)F